C(C)(C)(C)N1N=C(C(=C1NC1=CC(=NC=C1)OCCOC)C(=O)N)C1=CC=C(C=C1)NS(=O)(=O)CCCl 1-(tert-butyl)-3-(4-((2-chloroethyl)sulfonamido)phenyl)-5-((2-(2-methoxyethoxy)pyridin-4-yl)amino)-1H-pyrazole-4-carboxamide